(R)-4-((4-((2-((tert-butyldimethylsilyl)oxy)ethyl)(methyl)amino)-1-(phenylthio)butan-2-yl)amino)-3-((trifluoromethyl)sulfonyl)benzenesulfonamide [Si](C)(C)(C(C)(C)C)OCCN(CC[C@H](CSC1=CC=CC=C1)NC1=C(C=C(C=C1)S(=O)(=O)N)S(=O)(=O)C(F)(F)F)C